CN1C(N(C2=C1C(=CC=C2)N2CCNCC2)C2CNCCC2)=O 3-(3-methyl-2-oxo-4-(piperazin-1-yl)-2,3-dihydro-1H-benzo[d]imidazol-1-yl)piperidine